ClC=1C(=C2N=C(N=C3C2=C(OC(C2C4CCC(CN32)N4C(=O)[O-])CC)N1)SC)F 2-chloro-5-ethyl-1-fluoro-12-(methylthio)-5a,6,7,8,9,10-hexahydro-5H-4-oxa-3,10a,11,13,14-pentaaza-6,9-methanonaphtho[1,8-ab]heptalene-14-carboxylate